tri(n-butyl)phosphorus C(CCC)P(CCCC)CCCC